dilignoceryl fumarate C(\C=C\C(=O)OCCCCCCCCCCCCCCCCCCCCCCCC)(=O)OCCCCCCCCCCCCCCCCCCCCCCCC